(4-cyano-2-methoxybenzylidene)-3-oxo-butyric acid C(#N)C1=CC(=C(C=C(C(=O)O)C(C)=O)C=C1)OC